4,5-Epoxy-(E)-2-Decenal C(\C=C\C1C(CCCCC)O1)=O